COC1=CC=C2C=NN(C2=C1NS(=O)(=O)C=1C=NC(=CC1)N1N=CC(=N1)C(F)(F)F)C N-(6-METHOXY-1-METHYL-1H-INDAZOL-7-YL)-6-(4-(TRIFLUOROMETHYL)-2H-1,2,3-TRIAZOL-2-YL)PYRIDINE-3-SULFONAMIDE